FC(S(=O)(=O)[O-])(F)F.O[C@@H]1[C@@H](O[C@@H]([C@@H]1O)CO)[N+]1=CC(=CC=C1)C(=O)OCCCCC 1-((2R,3S,4R,5R)-3,4-dihydroxy-5-(hydroxymethyl)tetrahydrofuran-2-yl)-3-(pentyloxycarbonyl)pyridin-1-ium trifluoromethanesulfonate